ClC=1C=C(C(=C2C=COC21)O)C2=C(C1=C(N=N2)N(C=N1)C1CC(C1)(C)O)C 7-chloro-5-[7-(3-hydroxy-3-methyl-cyclobutyl)-4-methyl-imidazo[4,5-c]pyridazin-3-yl]benzofuran-4-ol